C(C)O[SiH](CCC#N)OCC 3-diethoxysilylpropionitrile